[Li].FC1=C(NC2C(N(C(CC2)=O)O)=O)C=CC=C1C1CCNCC1 3-[2-fluoro-3-(4-piperidyl)anilino]piperidine-2,6-dioneol lithium